N-(3-(Tert-butyl)isoxazol-5-yl)-6-(pyrazolo[1,5-a]pyrazin-3-carbonyl)-4,5,6,7-tetrahydrothieno[2,3-c]pyridin-3-carboxamid C(C)(C)(C)C1=NOC(=C1)NC(=O)C1=CSC=2CN(CCC21)C(=O)C=2C=NN1C2C=NC=C1